ClC1=C2C=CC=NC2=C(C(=C1)C(NC(COCC)=O)C1=CC=C(C=C1)OC)O N-[(5-chloro-8-hydroxyquinolin-7-yl)(4-methoxyphenyl)methyl]-2-ethoxyacetamide